tert-butyl ((2S,3RS)-3-aminohex-4-yn-2-yl)carbamate N[C@@H]([C@H](C)NC(OC(C)(C)C)=O)C#CC |&1:1|